CCOP(=S)(OCC)OP(=S)(OCC)OCC The molecule is an organic thiophosphate and an organothiophosphate insecticide. It has a role as an EC 3.1.1.7 (acetylcholinesterase) inhibitor, an EC 3.1.1.8 (cholinesterase) inhibitor, an acaricide and an agrochemical. It derives from a dithiodiphosphoric acid.